NC1=C(C=2C(=NC=C(C2)NC(=O)N(C)C)N1C1=C(C(=CC=C1C)O)C)C(=O)N 2-amino-1-(3-hydroxy-2,6-dimethylphenyl)-5-(3,3-dimethylureido)-1H-pyrrolo[2,3-b]pyridine-3-carboxamide